C(C=C)OCC(CO[Si](C)(C)C(C)(C)C)NC(OC(C)(C)C)=O tert-butyl (1-(allyloxy)-3-((tert-butyldimethylsilyl)oxy)propan-2-yl)carbamate